6-(2,4-difluorophenoxy)-8-methyl-2-(3-hydroxy-tetrahydro-pyran-4-ylamino)pyrido[2,3-d]pyrimidin-7(8H)-one FC1=C(OC2=CC3=C(N=C(N=C3)NC3C(COCC3)O)N(C2=O)C)C=CC(=C1)F